C(C)(C)(C)OC(=O)NC1=CN=C(C=C1C(=O)O)Cl 5-((tert-Butoxycarbonyl)amino)-2-chloroisonicotinic acid